C(C=C)N(CCN(CCN(CC=C)CC=C)CC=C)CC=C N-[2-(diallylamino)ethyl]-N,N',N'-triallylethane-1,2-diamine